ClC1=NC=CC(=C1F)CC=1C=NC=C(C1C)I 2-chloro-3-fluoro-4-[(5-iodo-4-methyl-3-pyridyl)methyl]pyridine